2-(5-chloro-3-(cyclopropylmethyl)-2-methoxyphenyl)-2-((R)-3-((5-(5,6,7,8-tetrahydro-1,8-naphthyridin-2-yl)pentyl)oxy)pyrrolidin-1-yl)acetic acid ClC=1C=C(C(=C(C1)C(C(=O)O)N1C[C@@H](CC1)OCCCCCC1=NC=2NCCCC2C=C1)OC)CC1CC1